[F-].C(CC)[NH+]1CCC(CC1)CC 1-Propyl-4-ethylpiperidinium fluoride